1-benzyl-3,3-difluoropiperidine-2,6-dione C(C1=CC=CC=C1)N1C(C(CCC1=O)(F)F)=O